tert-butyl (pyrrolidine-3-ylmethyl)carbamate N1CC(CC1)CNC(OC(C)(C)C)=O